NC=1C2=C(N=CN1)N(C=C2C2=CC(=C(C=C2)NC(=O)NC2=CC(=C(C=C2)CN2CCN(CC2)C)C(F)(F)F)F)C2CN(C2)C 1-(4-(4-amino-7-(1-methylazetidin-3-yl)-7H-pyrrolo[2,3-d]pyrimidin-5-yl)-2-fluorophenyl)-3-(4-((4-methylpiperazin-1-yl)methyl)-3-(trifluoromethyl)phenyl)urea